8-fluoro-3-(4-mercaptophenyl)-2-methylquinazolin-4(3H)-one FC=1C=CC=C2C(N(C(=NC12)C)C1=CC=C(C=C1)S)=O